C1=CC=C(C=C1)N2C=C(C(=N2)C3=CC=C(C=C3)Cl)CC(=O)O The molecule is a monocarboxylic acid that is acetic acid in which one of the methyl hydrogens is replaced by a 3-(4-chlorophenyl)-1-phenylpyrazol-4-yl group. It has a role as a non-steroidal anti-inflammatory drug, a non-narcotic analgesic, an EC 1.14.99.1 (prostaglandin-endoperoxide synthase) inhibitor and an antineoplastic agent. It is a monocarboxylic acid, a member of pyrazoles and a member of monochlorobenzenes. It derives from an acetic acid. It is a conjugate acid of a lonazolac(1-).